2-chloro-4-(methoxymethoxy)pyridine ClC1=NC=CC(=C1)OCOC